N1C(=NCC1)NCCCCCCCCCCCCNC1=NC=CC=N1 N'-(4,5-dihydro-1H-imidazol-2-yl)-N-pyrimidine-2-yl-dodecane-1,12-diamine